(2-amino-3-(3-((6-((3-fluoropyridin-4-yl)methoxy)pyridin-3-yl)methyl)isoxazol-5-yl)pyridin-1-ium-1-yl)methyl hydrogen phosphate P(=O)(OC[N+]1=C(C(=CC=C1)C1=CC(=NO1)CC=1C=NC(=CC1)OCC1=C(C=NC=C1)F)N)(O)[O-]